FC=1C=C(C=C(C1)F)[C@H]1CC=NN1C(=O)C1C[C@@H]2[C@@H](CN(C2)C2=NC=CC(=N2)C#N)C1 2-((3aR,5s,6aS)-5-((R)-5-(3,5-difluorophenyl)-4,5-dihydro-1H-pyrazole-1-carbonyl)hexahydrocyclopenta[c]pyrrol-2(1H)-yl)pyrimidine-4-carbonitrile